O=C1N(CCC(N1)=O)C=1C=C(C(=O)NCC(=O)O)C=CC1OC (3-(2,4-dioxotetrahydropyrimidin-1(2H)-yl)-4-methoxybenzoyl)glycine